(2s,3s,4r,5r)-5-(2-(5-chloropyridin-3-yl)-6-((2-fluoro-5-methylbenzyl)amino)-9H-purin-9-yl)-3,4-dihydroxy-N-(methyl-d3)-tetrahydrofuran-2-carboxamide ClC=1C=C(C=NC1)C1=NC(=C2N=CN(C2=N1)[C@H]1[C@@H]([C@@H]([C@H](O1)C(=O)NC([2H])([2H])[2H])O)O)NCC1=C(C=CC(=C1)C)F